ClC(C(=C(F)F)F)F 3-chloro-1,1,2,3-tetrafluoroprop-1-ene